(S)-tert-butyl 4-((R)-1,1-dimethylethylsulfinamido)-2-oxa-8-azaspiro[4.5]decane-8-carboxylate CC(C)(C)[S@@](=O)N[C@@H]1COCC12CCN(CC2)C(=O)OC(C)(C)C